COC[C@@H]1N(CCC1)C=1OC2=C(N1)C=CC(=C2)N2C=C(C(C=C2C2=CC=C(C=C2)N2CC=CC=C2)=O)C(=O)OCC ethyl (R)-1-(2-(2-(methoxymethyl) pyrrolidin-1-yl) benzo[d]oxazol-6-yl)-4-oxo-6-(4-(pyridin-1-yl) phenyl)-1,4-dihydropyridine-3-carboxylate